NC1=C(C=C(C2=CC=CC=C12)S(=O)(=O)O)N=NC=1C=CC(=NC1)C1=C(OCCCC(=O)O)C=CC=C1 4-{2-[5-(1-amino-4-sulfonaphthalen-2-ylazo)pyridin-2-yl]phenoxy}butanoic acid